5-thia-1-azabicyclo[4.2.0]oct-3-ene-2-carboxylic acid N12C(C=CSC2CC1)C(=O)O